P(=O)([O-])([O-])[O-].[Na+].[V+5].[Fe+2].[Mn+2] manganese iron vanadium sodium phosphate